C(C)OC1=CC(=NC=C1F)[C@H](C)N1C(C2=CC(=CC(=C2CC1)CN1C[C@@H](CC1)F)CN1C(=NC=C1)NC)=O 2-((S)-1-(4-ethoxy-5-fluoropyridin-2-yl)ethyl)-5-(((R)-3-fluoropyrrolidin-1-yl)methyl)-7-((2-(methylamino)-1H-imidazol-1-yl)methyl)-3,4-dihydroisoquinolin-1(2H)-one